(R)-6-(1-(4-methoxyphenyl)propyl)-5-methyl-2-phenyl-3-(piperidin-1-yl)pyrazolo[1,5-a]pyrimidin-7(4H)-one COC1=CC=C(C=C1)[C@@H](CC)C1=C(NC=2N(C1=O)N=C(C2N2CCCCC2)C2=CC=CC=C2)C